4,4'-[(1,4-dioxo-1,4-butanediyl)diimino]bis-butanoic acid O=C(CCC(=O)NCCCC(=O)O)NCCCC(=O)O